3-[3-[2-(5-isopropoxy-1-tetrahydropyran-2-yl-indazole-3-yl)pyrimidin-4-yl]-2-oxo-imidazol-1-yl]propenenitrile C(C)(C)OC=1C=C2C(=NN(C2=CC1)C1OCCCC1)C1=NC=CC(=N1)N1C(N(C=C1)C=CC#N)=O